ClC1=C(C=NN1C)I 5-chloro-4-iodo-1-methyl-1H-pyrazole